FC1=CC(=C(C=C1)C1=NCCOC2=C1CN(C2=O)C2=CC=C(C=C2)OCC(F)(F)F)OCC(F)(F)F 5-[4-fluoro-2-(2,2,2-trifluoroethoxy)phenyl]-7-[4-(2,2,2-trifluoroethoxy)phenyl]-2,3,6,7-tetrahydro-8H-pyrrolo[3,4-f][1,4]oxazepin-8-one